4-(Dimethylamino)Benzonitril CN(C1=CC=C(C#N)C=C1)C